6-[2-(Dimethylamino)ethylamino]-N-(5-fluoro-2-pyridyl)-1-methyl-2-oxo-quinoline-3-carboxamide CN(CCNC=1C=C2C=C(C(N(C2=CC1)C)=O)C(=O)NC1=NC=C(C=C1)F)C